P(=O)(O)(O)OC[C@@H]1[C@H]([C@H]([C@@H](O1)N1C=NC=2C(=O)NC(N)=NC12)OC1[C@H](O)[C@H](O)[C@H](O1)CO)O 2'-O-ribosylguanosine (phosphate)